4-(3-methylbenzyl)benzaldehyde CC=1C=C(CC2=CC=C(C=O)C=C2)C=CC1